ClCC1=NC=CC(=C1)F 2-(chloromethyl)-4-fluoropyridine